FC=1C=CC(=C(C(=O)N(C(C)C)C(C)C)C1)C=1C=2N(C=C(C1)C1CN(C1)[C@H](C(C)C)CCCN1C[C@@H](NCC1)COC)C(=NC2)C 5-Fluoro-2-(6-{1-[(3S)-6-[(3R)-3-(methoxymethyl)piperazin-1-yl]-2-methylhexane-3-yl]azetidin-3-yl}-3-methylimidazo[1,5-a]pyridin-8-yl)-N,N-di(isopropyl)benzamide